(6R)-6-{[2-(3-fluorophenyl)pyrido[2,3-e][1,2,4]triazolo[1,5-c]pyrimidin-5-yl]amino}-1,4-diazepan-5-one FC=1C=C(C=CC1)C1=NN2C(=NC3=C(C2=N1)N=CC=C3)N[C@H]3C(NCCNC3)=O